C(C)(=O)[N+]#[C-] acetic acid isonitrile